beta-octyl-tin mercaptopropionate SC(C(=O)[O-])C.CC(CCCCCC)[Sn+3].SC(C(=O)[O-])C.SC(C(=O)[O-])C